N-(1-phenylpropyl)-9H-pyrido[3,4-b]indole-7-carboxamide C1(=CC=CC=C1)C(CC)NC(=O)C1=CC=C2C3=C(NC2=C1)C=NC=C3